C(C)(C)C1=C(NC2=CC=C(C=C12)C1CCN(CC1)CC1=CN=C(N1)C)C1=CC(=NC=C1)C 3-isopropyl-5-(1-((2-methyl-1H-imidazol-5-yl)methyl)piperidin-4-yl)-2-(2-methylpyridin-4-yl)-1H-indole